C(CCCCC)P(O)(O)=O n-hexyl-phosphonic acid